BrC1=CC=C(C=C1)S(=O)(=O)N1C[C@@H]([C@@](C1)(CO)O)OC1=CC(=C(C#N)C=C1)F 4-(((3S,4R)-1-((4-bromophenyl)sulfonyl)-4-hydroxy-4-(hydroxymethyl)pyrrolidin-3-yl)oxy)-2-fluorobenzonitrile